C(CCCCCCC(C)C)OCCCN 3-isodecyloxy-1-propylamine